2-bromo-1-(bicyclo[1.1.1]pent-1-yl)ethan-1-one BrCC(=O)C12CC(C1)C2